ethylene bis[3,3-bis[3-(1,1-dimethylethyl)-4-hydroxy-phenyl]butanoate] CC(C)(C)C=1C=C(C=CC1O)C(CC(=O)OCCOC(CC(C)(C1=CC(=C(C=C1)O)C(C)(C)C)C1=CC(=C(C=C1)O)C(C)(C)C)=O)(C)C1=CC(=C(C=C1)O)C(C)(C)C